FC=1C=CC2=C(CBN2O)C1 5-fluoro-1,3-dihydro-2,1-benzoborazol-1-ol